CC1(CC=2C(=NNC2CC1)C(=O)N[C@H]1COC2=C(N(C1=O)C)C=CC=C2)C 5,5-dimethyl-N-[(3S)-5-methyl-4-oxo-2,3-dihydro-1,5-benzoxazepin-3-yl]-1,4,6,7-tetrahydroindazole-3-carboxamide